tert-Butyl 6-(4-(4,7-dichloro-2-(2-ethoxy-1-((R)-6-fluoro-6,7-dihydro-5H-pyrrolo[1,2-c]imidazol-1-yl)-2-oxoethyl)-2H-indazol-6-yl)phenyl)-2,6-diazaspiro[3.5]nonane-2-carboxylate ClC=1C2=CN(N=C2C(=C(C1)C1=CC=C(C=C1)N1CC2(CN(C2)C(=O)OC(C)(C)C)CCC1)Cl)C(C(=O)OCC)C1=C2N(C=N1)C[C@@H](C2)F